ClS1CC2(COC2)CN2C(NC(C3=CC(=CC1=C23)C(F)(F)F)=O)=O 1-chloro-10-(trifluoromethyl)-2H-spiro[[1,4]thiazepino[2,3,4-ij]quinazoline-3,3'-oxetane]-6,8(4H,7H)-dione